CSC1=CC=C(C=C1)C(C=CC1=C(C(=C(C(=C1)C)C(=O)OC(C)(C)C)C)OC(C)C)=O 1-[4-methylthiophenyl]-3-[3,5-dimethyl-4-tert-butoxycarbonyldimethylmethoxyphenyl]prop-2-en-1-one